(3S)-3-hydroxybutanoyl-CoA O[C@H](CC(=O)SCCNC(CCNC([C@@H](C(COP(OP(OC[C@@H]1[C@H]([C@H]([C@@H](O1)N1C=NC=2C(N)=NC=NC12)O)OP(=O)(O)O)(=O)O)(=O)O)(C)C)O)=O)=O)C